FC(C1=CC=C(C=C1)C=1C=C(C(N(N1)C=1C=NC=CC1)=O)C(=O)NC(CO)C)F 6-[4-(difluoromethyl)phenyl]-N-(1-hydroxypropan-2-yl)-3-oxo-2-(pyridin-3-yl)-2,3-dihydropyridazine-4-carboxamide